C(=CC1=CC=CC=C1)C1=C(C=C(C=C1)N1N=C2C(=N1)C1=CC=CC=C1C=C2)S(=O)(=O)O.[Na].[Na] disodium 2-(4-styryl-3-sulfophenyl)-2H-naphtho[1,2-d]triazol